4-tert-butoxy-6-cyclopropyl-2-(ethylsulfonyl)-7-[6-fluoro-5-methyl-2-(triphenylmethyl)-2H-indazol-4-yl]-8-[(1S)-1-phenylethoxy]quinazoline C(C)(C)(C)OC1=NC(=NC2=C(C(=C(C=C12)C1CC1)C=1C2=CN(N=C2C=C(C1C)F)C(C1=CC=CC=C1)(C1=CC=CC=C1)C1=CC=CC=C1)O[C@@H](C)C1=CC=CC=C1)S(=O)(=O)CC